[1-(5-{[2-ethyl-6-(trifluoromethyl)phenyl]methoxy}pyrimidin-2-yl)imidazol-4-yl]methanol C(C)C1=C(C(=CC=C1)C(F)(F)F)COC=1C=NC(=NC1)N1C=NC(=C1)CO